4-(4-(3,8-diazabicyclo[3.2.1]octan-3-yl)-2-((2-butylidenetetrahydro-1H-pyrrolizin-7a(5H)-yl)methoxy)-8-fluoropyrido[4,3-d]pyrimidin-7-yl)-5-ethynylnaphthalen-2-ol C12CN(CC(CC1)N2)C=2C1=C(N=C(N2)OCC23CCCN3CC(C2)=CCCC)C(=C(N=C1)C1=CC(=CC2=CC=CC(=C12)C#C)O)F